CC1N=C(CC1)C=1SC=CC1 2-methyl-5-(thien-2-yl)-3,4-dihydro-2H-pyrrole